N-cyclopropyl-3-(2-(5,6,7,8-tetrahydro-1,8-naphthyridin-2-yl)ethyl)cyclobutan-1-amine C1(CC1)NC1CC(C1)CCC1=NC=2NCCCC2C=C1